CN(C=1C(=C(C(=C2C=NNC12)C1=CN=CS1)CC)F)C 5-(7-(dimethylamino)-5-ethyl-6-fluoro-1H-indazol-4-yl)thiazole